5-Bromo-2-fluoro-N-(2-fluoro-5-(trifluoromethoxy)benzyl)-N-(2-hydroxyethyl)nicotinamide BrC=1C=NC(=C(C(=O)N(CCO)CC2=C(C=CC(=C2)OC(F)(F)F)F)C1)F